ClC1=CC=C(CS(=O)C=2OC3=C(N2)C(=C(C=C3)F)F)C=C1 2-((4-chlorobenzyl)sulfinyl)-4,5-difluorobenzo[d]oxazole